N-[3-(4,4-difluoropiperidinyl)-4-nitrophenyl]Formamide FC1(CCN(CC1)C=1C=C(C=CC1[N+](=O)[O-])NC=O)F